L-β-Homotryptophan hydrochloride Cl.N[C@@H](CC1=CNC2=CC=CC=C12)CC(=O)O